C(C)OC1=C(C(=O)NC=2SC(=CN2)[N+](=O)[O-])C=CC(=C1)NC1CCOCC1 2-Ethoxy-N-(5-nitrothiazol-2-yl)-4-((tetrahydro-2H-pyran-4-yl)amino)benzamide